C1=CC=CC=2C3=CC=CC=C3C(C12)COC(=O)N[C@H](C(=O)O)CC1=CC=C(C=C1)OC1=CC=NC=C1 (S)-2-((((9H-fluoren-9-yl)methoxy)carbonyl)amino)-3-(4-(pyridin-4-yloxy)phenyl)propanoic acid